quinazolin-4-yl triflate O(S(=O)(=O)C(F)(F)F)C1=NC=NC2=CC=CC=C12